2-amino-4-(4,4-difluorocyclohexyl)-3-iodo-5-(trifluoromethyl)benzoic acid NC1=C(C(=O)O)C=C(C(=C1I)C1CCC(CC1)(F)F)C(F)(F)F